1-((3-fluoro-5-methoxy-2',2''-dimethyl-3''-(thiazole-2-carboxamido)-[1,1':3',1''-terphenyl]-4-yl)methyl)azetidine-3-carboxylic acid FC=1C=C(C=C(C1CN1CC(C1)C(=O)O)OC)C1=C(C(=CC=C1)C1=C(C(=CC=C1)NC(=O)C=1SC=CN1)C)C